4-(6-((2-fluoro-4-(trifluoromethyl)benzyl)oxy)pyridin-2-yl)-5,6-dihydro-1,2,4-triazine FC1=C(COC2=CC=CC(=N2)N2C=NNCC2)C=CC(=C1)C(F)(F)F